cyanoimino-1,3-thiazolidine C1CSC(=N1)NC#N